1-hydroxybutyl methacrylate C(C(=C)C)(=O)OC(CCC)O